CCCCOC(=O)C(=C)C#N butyl cyanoacrylate